C1=CC=CC=2C3=CC=CC=C3C(C12)N([C@H](C(=O)O)CC1=C(C(=CC=C1)I)F)C(=O)OC (2S)-2-(9H-fluoren-9-yl-methoxycarbonyl-amino)-3-(2-fluoro-3-iodophenyl)propanoic acid